(R)-3-amino-1-(1-(5-(trifluoromethyl)pyrimidin-2-yl)piperidin-4-yl)pyrrolidin-2-one hydrochloride Cl.N[C@H]1C(N(CC1)C1CCN(CC1)C1=NC=C(C=N1)C(F)(F)F)=O